C(#N)C1=C2N=C(C=NC2=CC=C1NC=1C=C(C=CC1F)NS(=O)(=O)CCC)N1CCOCC1 N-(3-(5-cyano-3-morpholinoquinoxalin-6-ylamino)-4-fluorophenyl)propane-1-sulfonamide